[O-2].[Zn+2].[In+3].[Sn+4] tin-indium-zinc-oxide